C(N)(O[C@@H](CN1N=CN=N1)C1=C(C=CC=C1)Cl)=O [(1R)-1-(2-Chlorophenyl)-2-(tetrazol-2-yl) ethyl] carbamate